ClC1=C2C(=NC=C1)N(C=C2C=2SC(=CN2)C)COCC[Si](C)(C)C 2-[[4-Chloro-3-(5-methylthiazol-2-yl)pyrrolo[2,3-b]pyridin-1-yl]methoxy]ethyl-trimethyl-silane